3-Bromo-4-[(2,4-difluorobenzyl)oxy]-1-[5-[(methylamino)carbonyl]-2-methylphenyl]-6-methylpyridin-2(1H)-one BrC=1C(N(C(=CC1OCC1=C(C=C(C=C1)F)F)C)C1=C(C=CC(=C1)C(=O)NC)C)=O